CS(=O)(=O)N1C[C@@H]2C([C@@H]2C1)NC=1N=CC2=C(N1)N(C(C=C2)=O)[C@@H]2C1(CC1)CCC2 2-(((1R,5S)-3-(methylsulfonyl)-3-azabicyclo[3.1.0]hexan-6-yl)amino)-8-((S)-spiro[2.4]heptan-4-yl)pyrido[2,3-d]pyrimidin-7(8H)-one